7-Bromo-8-chloro-1,2,3,4-tetrahydroquinoxalin-2-one BrC1=CC=C2NCC(NC2=C1Cl)=O